CN(C(=O)C1=CC=C(OC2=CC=C(C=C2)C(C(=O)O)(C)C)C=C1)C 2-(4-(4-(dimethylcarbamoyl)phenoxy)phenyl)-2-methylpropanoic acid